ClC=1C=C(C=CC1)N[C@H](C(=O)N1[C@H]2CC([C@@H]([C@H]1C(=O)N[C@H](C[C@H]1C(NCCC1)=O)C#N)CC2)(F)F)CC2CC2 (1R,3S,4R)-2-((S)-2-((3-chlorophenyl)amino)-3-cyclopropylpropanoyl)-N-((R)-1-cyano-2-((S)-2-oxopiperidin-3-yl)ethyl)-5,5-difluoro-2-azabicyclo[2.2.2]octane-3-carboxamide